FC(C(=O)N1CC2=CC(=C(C=C2CC1)[N+](=O)[O-])C(=C)C)(F)F 2,2,2-trifluoro-1-(6-nitro-7-(prop-1-en-2-yl)-3,4-dihydroisoquinolin-2(1H)-yl)ethan-1-one